3-benzyl-6,7-dihydro-5H-[1,2,4]triazolo[3,4-b][1,3]thiazine C(C1=CC=CC=C1)C1=NN=C2SCCCN21